p-nitrobenzeneFormic acid [N+](=O)([O-])C1=CC=C(C=C1)C(=O)O